FC(C(=O)O)(F)F.N1CCC(CCC1)CCCP(OCC)(OCC)=O diethyl (3-(azepan-4-yl)propyl)phosphonate trifluoroacetate salt